[Mn+2].C(#N)N1C[C@H](CC1)C(=O)NC=1N=CN(C1)C1=CC(=CC=C1)C(NC)=O (S)-1-cyano-N-(1-(3-(methylcarbamoyl)phenyl)-1H-imidazol-4-yl)pyrrolidine-3-carboxamide manganese(II)